3-bromo-9H-fluoren-9-one BrC=1C=CC=2C(C3=CC=CC=C3C2C1)=O